C(C1=CC=CC=C1)NC1=NC(=NC=C1CC1=C(C=C(C(=C1)OC)OC)C(C)C)NC(C)C N4-Benzyl-N2-isopropyl-5-(2-isopropyl-4,5-dimethoxy-benzyl)-pyrimidine-2,4-diamine